1-ethyl-3-vinylbenzene C(C)C1=CC(=CC=C1)C=C